3-(2-Boronoethyl)-2-hydroxy-6-({1-[(4R)-4-hydroxy-L-prolyl]azetidin-3-yl}oxy)benzoic acid B(O)(O)CCC=1C(=C(C(=O)O)C(=CC1)OC1CN(C1)C([C@H]1NC[C@@H](C1)O)=O)O